2,6-dichloro-4-trifluoromethyl-nicotinamide ClC1=C(C(=O)N)C(=CC(=N1)Cl)C(F)(F)F